[6-[(5-methylsulfonyl-2-pyridyl)methyl]-2-azaspiro[3.3]heptan-2-yl]-[6-[3-(trifluoromethyl)-1,2,4-triazol-1-yl]-2-azaspiro[3.3]heptan-2-yl]methanone CS(=O)(=O)C=1C=CC(=NC1)CC1CC2(CN(C2)C(=O)N2CC3(C2)CC(C3)N3N=C(N=C3)C(F)(F)F)C1